Cl.CC(C)NC1CN(CC1)C=1N=NC(=CN1)C1=C(C=C(C=C1)N1N=CC=N1)O 2-(3-{3-[(propan-2-yl)amino]pyrrolidin-1-yl}-1,2,4-triazin-6-yl)-5-(2H-1,2,3-triazol-2-yl)phenol hydrochloride